7-cyclopentyl-N,N-dimethyl-2-((5-(piperazin-1-yl)pyridin-2-yl)amino)-7H-pyrrolo[2,3-d]Pyrimidine-6-carboxamide C1(CCCC1)N1C(=CC2=C1N=C(N=C2)NC2=NC=C(C=C2)N2CCNCC2)C(=O)N(C)C